2-fluoro-N-((6-methoxypyridin-3-yl)methyl)-5-(4,4,5,5-tetramethyl-1,3,2-dioxaborolan-2-yl)Benzamide FC1=C(C(=O)NCC=2C=NC(=CC2)OC)C=C(C=C1)B1OC(C(O1)(C)C)(C)C